β-maltose C([C@@H]1[C@H]([C@@H]([C@H]([C@H](O1)O[C@@H]2[C@H](O[C@H]([C@@H]([C@H]2O)O)O)CO)O)O)O)O